ClC=1C=C2C(=CN1)N(C(=C2)I)C 5-chloro-2-iodo-1-methyl-1H-pyrrolo[2,3-c]pyridine